[Mo].[Mn].[Co].[Ni] nickel cobalt manganese molybdenum